1-(2,2-difluoroethyl)-5-(trifluoromethyl)-1H-pyrazol-3-amine FC(CN1N=C(C=C1C(F)(F)F)N)F